BrC(C(=O)NC=1C(=NC=C(C1C)Br)O)(C)C 2-bromo-N-(5-bromo-2-hydroxy-4-methylpyridin-3-yl)-2-methylpropanamide